C(C)OC(=O)C1=CC2=C(N(C(=N2)N)CCC2=CC=C(C=C2)Br)C(=C1)OC 2-amino-1-(4-bromophenyl-ethyl)-7-methoxy-1H-benzo[d]imidazole-5-carboxylic acid ethyl ester